N=1N(N=CC1)C1=C(C=C(C=N1)NC(=O)C1=C(C=C(C=C1)C1=C(C=C(C=C1)F)I)Br)C(F)(F)F N-(6-(2H-1,2,3-triazol-2-yl)-5-(trifluoromethyl)pyridin-3-yl)-3-bromo-4'-fluoro-2'-iodo-[1,1'-biphenyl]-4-carboxamide